1-(1Z-octadecenyl)-2-(6Z,9Z,12Z,15Z-octadecatetraenoyl)-glycero-3-phospho-(1'-sn-glycerol) CCCCCCCCCCCCCCCC/C=C\OC[C@H](COP(=O)(O)OC[C@H](CO)O)OC(=O)CCCC/C=C\C/C=C\C/C=C\C/C=C\CC